COC1=CC=C(C=N1)OC1CCN(CC1)C=1N=NC(=C(C1C#N)C)C 3-(4-((6-methoxypyridin-3-yl)oxy)piperidin-1-yl)-5,6-dimethylpyridazine-4-carbonitrile